1-propyl-3-methyl-imidazoledinitrile C(CC)N1C(N(C(=C1)C#N)C)C#N